C1(=C(C=CC=C1)CN1CCN(CC1)C1=C(C=CC=C1)OC(C)C)C1=CC=CC=C1 1-(biphenyl-2-ylmethyl)-4-(2-isopropoxyphenyl)piperazine